2-methoxy-5-methylterephthalaldehyde COC1=C(C=O)C=C(C(=C1)C=O)C